hydroxypropyl-N'-methyl-imidazole OCCCC1=NC=CN1C